Cl.Cl.COC=1C=C(C=CC1OC)C1=NN(C2=C1C=NC=1C=CC=CC21)C2=CC=C1CCNCC1=C2 (3,4-dimethoxyphenyl)-1-(1,2,3,4-tetrahydroisoquinolin-7-yl)-1H-pyrazolo[4,3-c]quinoline dihydrochloride